fluoro-1-methylindazole-5-carbonitrile FC1=NN(C2=CC=C(C=C12)C#N)C